FC1=CC=CC=2N=C(OC21)C2=CC=C(C=C2)NC(=O)C2CS(C2)(=O)=O N-[4-(7-Fluoro-1,3-benzoxazol-2-yl)phenyl]-1,1-dioxothietan-3-carboxamid